BrC1=C(C=C(C(=O)NC2=C(C=C(C=C2)Br)Cl)C=C1)F 4-bromo-N-(4-bromo-2-chlorophenyl)-3-fluorobenzamide